C1(CC1)C(=O)N1CC=2NC(=NC2C1)C1=NNC2=CC(=CC=C12)C1=C(C=C(C(=C1)F)O)CC Cyclopropyl-(2-(6-(2-ethyl-5-fluoro-4-hydroxyphenyl)-1H-indazol-3-yl)pyrrolo[3,4-d]imidazol-5(1H,4H,6H)-yl)ketone